ClC1=NC=NC=C1CC1=NC=CC=C1 ((4-chloropyrimidin-5-yl)methyl)pyridine